3-amino-N-[(6S)-2-[(3S,4S)-3-amino-4-methoxypyrrolidin-1-yl]-5,6,7,8-tetrahydroquinolin-6-yl]-5-fluoro-6-methylthieno[2,3-b]pyridine-2-carboxamide NC1=C(SC2=NC(=C(C=C21)F)C)C(=O)N[C@@H]2CC=1C=CC(=NC1CC2)N2C[C@@H]([C@H](C2)OC)N